C(C)P([O-])=O.[Fe+3].C(C1=CC=CC=C1)C1CCN(CC1)CCN(C(C)=O)C1=NC=CC=C1 N-(2-(4-benzylpiperidin-1-yl)ethyl)-N-(pyridin-2-yl)acetamide iron(III) mono(ethyl-phosphinate)